4-isopropyl-3-propionyloxyoxazolidine-2-one C(C)(C)C1N(C(OC1)=O)OC(CC)=O